C(C)C(CN(C(CC(C(C)(C)C)=O)=O)CC(CCCC)CC)CCCC N,N-bis(2-ethylhexyl)-4,4-dimethyl-3-oxopentanamide